NC=1C=C(C(=C2CCCC(C12)=O)CCO)F 8-amino-6-fluoro-5-(2-hydroxyethyl)-3,4-dihydronaphthalene-1(2H)-one